tert-butyl 2-{5-[(4-bromo-1-methylpyrazol-3-yl)oxy]-2-fluorophenyl}-2-(methanesulfonyloxy)acetate BrC=1C(=NN(C1)C)OC=1C=CC(=C(C1)C(C(=O)OC(C)(C)C)OS(=O)(=O)C)F